C(C)(C)(C)OC(=O)N1CC(CC1)C1=C(C=CC(=C1)C(NC1=CC(=CC=C1)C(F)(F)F)=O)C 3-(2-methyl-5-((3-(trifluoromethyl)phenyl)carbamoyl)phenyl)pyrrolidine-1-carboxylic acid tert-butyl ester